3-((3aS,5aS,6R,9aR,9bS)-3a,6-dimethyl-3,7-dioxododecahydro-1H-cyclopenta[a]naphthalen-6-yl)propanoic acid C[C@@]12[C@H]([C@@H]3CCC([C@]([C@H]3CC1)(C)CCC(=O)O)=O)CCC2=O